Cl.N[C@H]1[C@H]([C@@H]2CC[C@H]1C2)C(=O)OC Methyl (1R,2S,3R,4S)-3-aminobicyclo[2.2.1]heptane-2-carboxylate Hydrochloride